FC(=C)Cl 1-monofluoromonochloroethylene